NC1C2=CC(=CC=C2CC12CCN(CC2)C=2C=1N(C(=C(N2)C)Br)N=CC1)C#N 3-amino-1'-(7-bromo-6-methyl-pyrazolo[1,5-a]pyrazin-4-yl)spiro[indane-2,4'-piperidine]-5-carbonitrile